N-(4-((7-(methylsulfonyl)-7H-pyrrolo[2,3-D]pyrimidin-4-yl)oxy)phenyl)-2-(4-(Trifluoromethyl)phenyl)acetamide CS(=O)(=O)N1C=CC2=C1N=CN=C2OC2=CC=C(C=C2)NC(CC2=CC=C(C=C2)C(F)(F)F)=O